7-(3-((2-(dimethylamino)ethyl)amino)-6-(pyrazolo[1,5-a]pyrimidin-3-yl)-1H-pyrazolo[4,3-c]pyridin-1-yl)-6-methoxy-2H-benzo[b][1,4]thiazin-3(4H)-one CN(CCNC1=NN(C2=C1C=NC(=C2)C=2C=NN1C2N=CC=C1)C=1C(=CC2=C(SCC(N2)=O)C1)OC)C